8-(2-methoxyphenyl)-4-phenethyl-3,4-dihydrobenzo[f][1,4]oxazepin-5(2H)-one COC1=C(C=CC=C1)C1=CC2=C(C(N(CCO2)CCC2=CC=CC=C2)=O)C=C1